FC1=C(C(=O)NC=2SC=C(N2)C)C=C(C=C1)C=1C=NC=CC1C 2-fluoro-5-(4-methylpyridin-3-yl)-N-(4-methylthiazol-2-yl)benzamide